3-[(3-fluorophenyl)methyl]-6-{[2-(1-methylpyrazol-4-yl)-4-pyridyl]oxy}-2H-1,3-benzoxazin-4-one FC=1C=C(C=CC1)CN1COC2=C(C1=O)C=C(C=C2)OC2=CC(=NC=C2)C=2C=NN(C2)C